CNC(C1=CC=C(C=C1)C)=O N,4-dimethyl-benzamide